NC1=C(NC[C@H](CNC(OC(C)(C)C)=O)O)C(=CC(=C1)F)Br tert-butyl N-[(2R)-3-(2-amino-6-bromo-4-fluoro-anilino)-2-hydroxy-propyl]carbamate